1,1'-(4-Methyl-1,3-Phenylene)Bis-(3-(3-(Trifluoromethyl)phenyl)urea) CC1=C(C=C(C=C1)NC(=O)NC1=CC(=CC=C1)C(F)(F)F)NC(=O)NC1=CC(=CC=C1)C(F)(F)F